(1RS,3RS)-5'-Bromo-4'-chloro-1'-(4-methoxybenzyl)-1',2'-dihydrospiro[cyclopentane-1,3'-pyrrolo[2,3-b]pyridine]-3-carbonitrile BrC=1C(=C2C(=NC1)N(C[C@]21C[C@@H](CC1)C#N)CC1=CC=C(C=C1)OC)Cl |r|